N-(4'-amino-3,3'-dimethyl-[1,1'-biphenyl]-4-yl)-2-(3-chloropropoxy)acetamide NC1=C(C=C(C=C1)C1=CC(=C(C=C1)NC(COCCCCl)=O)C)C